ClC1=C(C=CC(=C1)Cl)C=1CCCC2=C(C1C1=NC=C(C=C1)C=C1CN(C1)CCCF)C=CC(=C2)C(=O)OC Methyl 8-(2,4-dichlorophenyl)-9-(5-((1-(3-fluoropropyl)azetidin-3-ylidene)methyl)pyridin-2-yl)-6,7-dihydro-5H-benzo[7]annulene-3-carboxylate